N-[3-(morpholin-4-yl)propyl]Thiazole-4-formamide N1(CCOCC1)CCCNC(=O)C=1N=CSC1